(R)-2-fluoro-N-(8-methylisoquinolin-1-yl)-4-((4-(piperidin-1-ylmethyl)pyrimidin-2-yl)amino)-N-(piperidin-3-yl)benzamide FC1=C(C(=O)N([C@H]2CNCCC2)C2=NC=CC3=CC=CC(=C23)C)C=CC(=C1)NC1=NC=CC(=N1)CN1CCCCC1